Methyl-{[1-(4-chloro-2-fluorophenyl)-5-(4-bromo-2-fluorophenyl)-1H-1,2,4-triazol-3-yl]oxy}acetat COC(COC1=NN(C(=N1)C1=C(C=C(C=C1)Br)F)C1=C(C=C(C=C1)Cl)F)=O